O=C1N(C(C2=CC=CC=C12)=O)CCC#CC1=C(SC=C1)C=NO (4-(1,3-dioxoisoindolin-2-yl)but-1-yn-1-yl)thiophene-2-carbaldehyde oxime